propan-d C(CC)[2H]